ClC=1C(=NC=C(C1)C(F)(F)F)NCCCCCNC(=S)NC=1C=NC=CC1 1-(5-((3-Chloro-5-(trifluoromethyl)pyridin-2-yl)amino)pentyl)-3-(pyridin-3-yl)thiourea